N12C[C@H](C(CC1)CC2)OC(N[C@@H]2C(CC1=CC(=CC=C21)C2=CC(=CC(=C2)OCC(C)C)F)(C)C)=O (S)-quinuclidin-3-yl((R)-5-(3-fluoro-5-isobutoxyphenyl)-2,2-dimethyl-2,3-dihydro-1H-inden-1-yl)carbamate